[N+](=O)([O-])C1=CC=C(C=C1)OC(N[C@@H]1CC[C@H](CC1)C=1SC(=CN1)C1=C(C=C(C=C1)NC(=O)OC(C)C)S(NC(C)(C)C)(=O)=O)=O trans-N-[4-[5-[2-(tert-butylsulfamoyl)-4-(isopropoxycarbonylamino)phenyl]thiazol-2-yl]cyclohexyl]carbamic acid (4-nitrophenyl) ester